1-cyclopropyl-N-[4-(2,3-dihydro-1,4-benzodioxin-2-yl)benzyl]methylamine C1(CC1)CNCC1=CC=C(C=C1)C1COC2=C(O1)C=CC=C2